Methyl 3-(3-(((4-chlorophenyl)thiocarbamoyl)oxy) azetidin-1-yl)-2-(1H-pyrrol-1-yl)benzoate ClC1=CC=C(C=C1)NC(=S)OC1CN(C1)C=1C(=C(C(=O)OC)C=CC1)N1C=CC=C1